5-(5-(3,5-dichlorophenyl)-5-(trifluoromethyl)-4,5-dihydro-isoxazol-3-yl)-2-fluorobenzonitrile ClC=1C=C(C=C(C1)Cl)C1(CC(=NO1)C=1C=CC(=C(C#N)C1)F)C(F)(F)F